N1(CCCC1)C=1C=C(C=CC1)C1=CN=C(S1)N 5-(3-(pyrrolidin-1-yl)phenyl)thiazol-2-amine